O1CCN(CC1)CC1=CC=C(C=C1)C=1N=C(NC1)C1N(CCCC1)C(CC)=O 1-(2-(4-(4-(morpholinomethyl)phenyl)-1H-imidazol-2-yl)piperidin-1-yl)propan-1-one